C[As]([As](C)C)C tetramethyldiarsane